tert-butyl cyclopent-3-ene-1-carboxylate C1(CC=CC1)C(=O)OC(C)(C)C